2-(4-((dimethylamino)methyl)piperidin-1-yl)aniline CN(C)CC1CCN(CC1)C1=C(N)C=CC=C1